4,5-dihydroxy-6-methyl-3-((6-(trifluoromethyl)pyridin-2-yl)oxy)tetrahydro-2H-pyran-2-carboxamide OC1C(C(OC(C1O)C)C(=O)N)OC1=NC(=CC=C1)C(F)(F)F